2-[(6-chloro-2-benzo[d]thiazolyl)amino]-N-octylacetamide ClC1=CC2=C(N=C(S2)NCC(=O)NCCCCCCCC)C=C1